bis[4-(1-methyl-1-phenyl-ethyl) phenyl] [(E)-octadec-9-enyl] phosphite P(OC1=CC=C(C=C1)C(C)(C1=CC=CC=C1)C)(OC1=CC=C(C=C1)C(C)(C1=CC=CC=C1)C)OCCCCCCCC\C=C\CCCCCCCC